C(C#CCCCCCC)OC(CCCCCCC(=O)O)=O 8-(non-2-yn-1-yloxy)-8-oxooctanoic acid